C(C1=CC=CC=C1)(=O)OC=1C=CC2=C(N(CN(S2(=O)=O)[C@@H]([C@H](C)C2=C(C(=CC=C2F)C)C)C=2OC(NN2)=O)C)C1 2-((1S,2R)-2-(6-fluoro-2,3-dimethylphenyl)-1-(5-oxo-4,5-dihydro-1,3,4-oxadiazol-2-yl) propyl)-4-methyl-1,1-dioxido-3,4-dihydro-2H-benzo[e][1,2,4]thiadiazin-6-yl benzoate